1-(bromomethyl)-4-fluorobenzene hydrochloride Cl.BrCC1=CC=C(C=C1)F